rel-2-((6R,7R)-2-acetyl-6-methyl-2-azaspiro[3.5]nonan-7-yl)-6-cyclopropoxy-N-(pyrazolo[1,5-c]pyrimidin-3-yl)-2H-indazole-5-carboxamide C(C)(=O)N1CC2(C1)C[C@H]([C@@H](CC2)N2N=C1C=C(C(=CC1=C2)C(=O)NC=2C=NN1C=NC=CC12)OC1CC1)C |o1:8,9|